C(C)(C)(C)OC(=O)N1CC2(C1)CCN(CC2)C2=CC=C(C=C2)C2=CC(=C1CN(C(C1=C2)=O)C(C(=O)[O-])C2=C1N(C=N2)CCC1)F.[Li+] lithium 2-(6-(4-(2-(tert-butoxycarbonyl)-2,7-diazaspiro[3.5]nonan-7-yl)phenyl)-4-fluoro-1-oxoisoindolin-2-yl)-2-(6,7-dihydro-5H-pyrrolo[1,2-c]imidazol-1-yl)acetate